C1N(CCC2=CC=CC=C12)C[C@H](CN1CCOC2=C(C1=O)C=CC(=C2)C(=O)N2C(COCC2)C)O 4-[(2R)-3-(3,4-dihydro-1H-isoquinolin-2-yl)-2-hydroxy-propyl]-8-(3-methylmorpholine-4-carbonyl)-2,3-dihydro-1,4-benzoxazepin-5-one